1-(4-chlorophenyl)pyrido[3,4-d]pyridazin ClC1=CC=C(C=C1)C1=C2C(=CN=N1)C=NC=C2